FC=1C=C(C=C(C1O)F)NC(C)=O N-(3,5-difluoro-4-Hydroxyphenyl)acetamide